(S)-3-(1-hydroxy-prop-2-yl)-6,8-di(isothiazol-4-yl)pyrido[3,4-d]pyrimidin-4(3H)-one OC[C@H](C)N1C=NC2=C(C1=O)C=C(N=C2C=2C=NSC2)C=2C=NSC2